(S)-5-(2-ethoxy-3-pyridyl)-N-[(5-methoxy-3-pyridyl)methyl]-3-methyl-1-[1-methylpropyl]pyrazolo[4,3-b]pyridin-7-amine C(C)OC1=NC=CC=C1C1=CC(=C2C(=N1)C(=NN2[C@H](CC)C)C)NCC=2C=NC=C(C2)OC